C(CCCCCCC(=O)OCCC(CCCCC)CCCCC)(=O)OCC1=CC(=CC(=C1)COC(CCC(CCCCCC)OC(NCCN1CCCC1)=O)=O)COC(CCC(OCCCCCCCC)OCCCCCCCC)=O 1-(3-(((4,4-bis(octyloxy)butanoyl)oxy)methyl)-5-(((4-(((2-(pyrrolidin-1-yl)ethyl)carbamoyl)oxy)decanoyl)oxy)methyl)benzyl) 8-(3-pentyloctyl) octanedioate